4-bromo-1-(5-(isopropylsulfanyl)-4-(4-methylcyclohex-1-en-1-yl)thiazol-2-yl)-3-methyl-1H-pyrazole-5-carboxylic acid methyl ester COC(=O)C1=C(C(=NN1C=1SC(=C(N1)C1=CCC(CC1)C)SC(C)C)C)Br